N1=CC=CC=2CN(CCC12)C1C(CCC1)OC=1C=C2CN(C(C2=CC1)=O)C1C(NC(CC1)=O)=O 3-(5-((2-(7,8-dihydro-1,6-naphthyridin-6(5H)-yl)cyclopentyl)oxy)-1-oxoisoindolin-2-yl)piperidine-2,6-dione